ClC1=C(C=CC=C1)NC(C1=CC=C(C=C1)NC1=NC(=NC=C1F)NC1=CC=C(C=C1)C(NN1CCC(CC1)CCN1CCN(CC1)C=1C=NC(=CC1)C1C(NC(CC1)=O)=O)=O)=O N-(2-chlorophenyl)-4-((2-((4-((4-(2-(4-(6-(2,6-dioxopiperidin-3-yl)pyridin-3-yl)piperazin-1-yl)ethyl)piperidin-1-yl)carbamoyl)phenyl)amino)-5-fluoropyrimidin-4-yl)amino)benzamide